ClC1=C2C(=NC=C1)NC(=C2)C(CC)(CC)O 3-(4-chloro-1H-pyrrolo[2,3-b]pyridin-2-yl)pentan-3-ol